NC=1C(NC(N(N1)C1=CC(=C(C(=C1)Cl)OC1=C2C=3C4(C(NC3C=C1)=O)C(CC2)C4)Cl)=O)=O 6-amino-2-(3,5-dichloro-4-((2-oxo-1,2,3,7,8,8a-hexahydrocyclopropa[1,6]benzo[1,2,3-cd]indol-6-yl)oxy)phenyl)-1,2,4-triazine-3,5(2H,4H)-dione